5-[(3S,5S)-3,5-dimethylpiperazin-1-yl]-N-(8-fluoro-2-methyl-imidazo[1,2-a]pyridin-6-yl)-2-(tetrahydrofuran-2-ylmethoxy)quinazoline-8-carboxamide C[C@H]1CN(C[C@@H](N1)C)C1=C2C=NC(=NC2=C(C=C1)C(=O)NC=1C=C(C=2N(C1)C=C(N2)C)F)OCC2OCCC2